CN=S(=O)(C)C=1C=C(C=CC1)NC(=O)C1=C(N=NC(=C1)C(F)(F)F)OC1=CC(=C(C=C1)OCF)F N-(3-(N,S-dimethylsulfonimidoyl)phenyl)-3-(3-fluoro-4-(fluoromethoxy)phenoxy)-6-(trifluoromethyl)pyridazine-4-carboxamide